C1=CC=CC=2C3=CC=CC=C3C(C12)OC(=O)NCCC(=O)NC1=C(O[C@H]2[C@@H]([C@H]([C@@H]([C@H](C2)C(=O)O)O)O)O)C=CC(=C1)COC(=O)OC1=CC=C(C=C1)[N+](=O)[O-] (1S,2R,3S,4R,5R)-5-[2-(3-{[(9H-fluoren-9-yloxy)carbonyl]amino}propanamido)-4-({[(4-nitrophenoxy)carbonyl]oxy}methyl)phenoxy]-2,3,4-trihydroxycyclohexane-1-carboxylic acid